[O-2].[Mn+2].[Co+2].[O-2] Cobalt-Manganese Oxide